ClC=1C=C(C=2N(N1)C=C(N2)C)C(=C)C 6-chloro-8-isopropenyl-2-methyl-imidazo[1,2-b]pyridazine